trimethoxy[3-(oxiranylmethoxy)propyl]silane CO[Si](CCCOCC1OC1)(OC)OC